N-((R)-1-(2-bromo-6-methoxypyridin-3-yl)-2-methylpropyl)-2-methylpropane-2-sulfonamide BrC1=NC(=CC=C1[C@@H](C(C)C)NS(=O)(=O)C(C)(C)C)OC